[Mo+4].C(C)(=O)[O-].C(C)(=O)[O-].C(C)(=O)[O-].C(C)(=O)[O-] Acetic acid molybdenum salt